(E)-3-(4-(2-cyclopropyl-6-(trifluoromethyl)pyridin-4-yl)-2H-1,2,3-triazol-2-yl)-2-(pyrimidin-5-yl)acrylic acid C1(CC1)C1=NC(=CC(=C1)C1=NN(N=C1)/C=C(/C(=O)O)\C=1C=NC=NC1)C(F)(F)F